C(C)(C)(C)OC(NC1CC=2N(C3=C(C1)C=C(C=C3)C(F)(F)F)C(=NN2)[C@@H]2CC[C@H](CC2)OC2=NC=CC=C2)=O tert-Butyl-{1-[trans-4-(pyridin-2-yloxy)cyclohexyl]-8-(trifluoromethyl)-5,6-dihydro-4H-[1,2,4]triazolo[4,3-a][1]benzazepin-5-yl}carbamat